6-methoxy-7-(3,3,3-trifluoropropyl)-7,9-dihydro-8H-purin-8-one COC1=C2N(C(NC2=NC=N1)=O)CCC(F)(F)F